di(beta-D-xylopyranosyl)amine [C@@H]1([C@H](O)[C@@H](O)[C@H](O)CO1)N[C@H]1[C@H](O)[C@@H](O)[C@H](O)CO1